cis-2-[8-dimethylamino-3-[(4-methoxyphenyl)-methyl]-2-oxo-8-phenyl-1,3-diazaspiro[4.5]decan-1-yl]-N-methyl-N-propyl-acetamide CN(C1(CCC2(CN(C(N2CC(=O)N(CCC)C)=O)CC2=CC=C(C=C2)OC)CC1)C1=CC=CC=C1)C